N5-pyridin-3-yl-biguanide N1=CC(=CC=C1)NC(NC(N)=N)=N